3-(4-isopropylbenzylidene)pyrrolidine-2,5-dione C(C)(C)C1=CC=C(C=C2C(NC(C2)=O)=O)C=C1